2-((1R,3R)-3-((2S,3S)-N-Hexyl-3-methyl-2-((R)-1-methylpiperidine-2-carboxamido)pentanamido)-1-hydroxy-4-methylpentyl)thiazole-4-carboxylic acid C(CCCCC)N(C([C@H]([C@H](CC)C)NC(=O)[C@@H]1N(CCCC1)C)=O)[C@H](C[C@@H](O)C=1SC=C(N1)C(=O)O)C(C)C